FC1=CC(=C(C=C1)CN1CCC(CC1)C(C(=O)N)CC1=NN=C2N1N=C(C=C2)N2CCN(CC2)C)C {1-[(4-fluoro-2-methylphenyl)methyl]piperidin-4-yl}-3-[6-(4-methylpiperazin-1-yl)-[1,2,4]triazolo[4,3-b]pyridazin-3-yl]propanamide